C(=O)C1=C(OC[C@H]2N(CCCC2)C(=O)C2=C(C=O)C(=CC=C2)C)C=CC=C1O 2-[(2S)-2-[(2-Formyl-3-hydroxyphenoxy)methyl]piperidin-1-carbonyl]-6-methylbenzaldehyd